ClC1=C(C=CC(=C1)C(C(F)(F)F)(C(F)(F)F)O)C1=C(C=C(C=C1)CN1CC2CCC(C1)N2S(=O)(=O)C)C(C)C 2-(2-chloro-2'-isopropyl-4'-((8-(methylsulfonyl)-3,8-diazabicyclo[3.2.1]octan-3-yl)methyl)-[1,1'-biphenyl]-4-yl)-1,1,1,3,3,3-hexafluoropropan-2-ol